FC(C=1C=C(C=C(C1)C(F)(F)F)B(C1=CC(=CC(=C1)C(F)(F)F)C(F)(F)F)C1=CC(=CC(=C1)C(F)(F)F)C(F)(F)F)(F)F tris(3,5-bis(trifluoromethyl)phenyl)boron